(S)-3-hydroxypyrrole hydrochloride Cl.OC1=CNC=C1